[(2R,3S,4R,5R)-5-[2-chloro-4-[(3,3-difluoro-cyclopentyl)amino]-pyrrolo[2,3-d]-pyrimidin-7-yl]-3,4-dihydroxy-tetrahydro-furan-2-yl]methoxy-methylphosphonic acid ClC=1N=C(C2=C(N1)N(C=C2)[C@H]2[C@@H]([C@@H]([C@H](O2)COCP(O)(O)=O)O)O)NC2CC(CC2)(F)F